C[C@@H]1OC[C@]2([C@@H](O1)C1=CC(=CC=C1C2)C)C (2R,4aS,9bS)-2,4a,8-trimethyl-4,4a,5,9b-tetrahydroindeno[1,2-d][1,3]dioxin